CC=1C=C(C=NN2C3=NC(=NC(=C3N=C2)NC2CCN(CC2)C)N2CCOCC2)C=CC1 9-((3-methylbenzylidene)amino)-N-(1-methylpiperidin-4-yl)-2-morpholino-9H-purin-6-amine